P(=O)(O)(O)O.CC1NC(CNC1)C 2,6-dimethylpiperazine phosphate